BrC1=NN(C(=N1)OC1=CC(=CC(=C1)F)F)C(C)C 3-bromo-5-(3,5-difluorophenoxy)-1-(propan-2-yl)-1H-1,2,4-triazole